C(C)(C)(C)C=1SC(=C(N1)C1=C(C(=CC=C1)NS(=O)(=O)CCC)F)C1=NC(=NC=C1)NCC1CCN(CC1)C(=O)OC(C)(C)C tert-butyl 4-(((4-(2-(tert-butyl)-4-(2-fluoro-3-(propylsulfonamido)phenyl)thiazol-5-yl)pyrimidin-2-yl)amino)methyl)piperidine-1-carboxylate